C(=O)[O-].[Te+2].C(=O)[O-] tellurium formate